2-(4-amino-2,6-dichlorophenyl)-2-(6-chloro-5-isopropylpyridazin-3-yl)acetonitrile NC1=CC(=C(C(=C1)Cl)C(C#N)C=1N=NC(=C(C1)C(C)C)Cl)Cl